C(C1CCC(CC1)NC(C)CC)C1CCC(CC1)NC(C)CC 4,4'-methylenebis(N-(sec-butyl)cyclohexane-1-amine)